O=C1NC(CCC1N1C(N(C2=C1C=CC(=C2)NC(OC(C)(C)C)=O)C)=O)=O tert-Butyl (1-(2,6-dioxopiperidin-3-yl)-3-methyl-2-oxo-2,3-dihydro-1H-benzo[d]imidazol-5-yl)carbamate